C(C)(C)(C)OC(=O)N1CCC(=CC1)C1=CC=C(C(=O)NC2=CC(=C(C(=C2)F)C=2CCN(CC2)C(=O)OC(C)(C)C)Cl)C=C1 tert-butyl 4-[4-(4-{1-[(tert-butoxy)carbonyl]-1,2,3,6-tetrahydropyridin-4-yl}benzamido)-2-chloro-6-fluoro phenyl]-1,2,3,6-tetrahydropyridine-1-carboxylate